(6-chloro-1-ethyl-1-oxo-isothiazolo[4,5-b]pyridin-3-ylidene)ammonium chloride [Cl-].ClC=1C=C2C(=NC1)C(NS2(=O)CC)=[NH2+]